(S)-1-cyano-N-(5-(phenylsulfonyl)-4,5,6,7-tetrahydrothiazolo[5,4-c]pyridin-2-yl)pyrrolidine-3-carboxamide C(#N)N1C[C@H](CC1)C(=O)NC=1SC=2CN(CCC2N1)S(=O)(=O)C1=CC=CC=C1